Ethyl (Z,4S)-4-[[(1S,3S,4S)-2-[(2R)-2-(3-chloroanilino)-4-methyl-pentanoyl]-5,5-difluoro-2-azabicyclo[2.2.2]octane-3-carbonyl]amino]-2-fluoro-5-[(3S)-2-oxopyrrolidin-3-yl]pent-2-enoate ClC=1C=C(N[C@@H](C(=O)N2[C@@H]3CC([C@H]([C@H]2C(=O)N[C@H](\C=C(\C(=O)OCC)/F)C[C@H]2C(NCC2)=O)CC3)(F)F)CC(C)C)C=CC1